methyl ethyl carbonate formate C(=O)O.C(OC)(OCC)=O